S(=O)(=O)(O)C(C(=O)OC)CCCCCCCCCCCCCC.[Na] Sodium Methyl 2-Sulfopalmitate